C(COCCOCCOCCOCCOCCOCC#C)N 3,6,9,12,15,18-hexaoxahenicos-20-yn-1-amine